[C@H]12CCC#CCC[C@@H]2C1OC(CCCC(=O)[O-])=O (1R,8S,9s)-bicyclo[6.1.0]non-4-yn-9-yl-glutarate